C(C)OC(=O)C1CCN(CC1)C1=NC(=CN=C1)CCCC(F)F (6-(4,4-difluorobutyl)pyrazin-2-yl)piperidine-4-carboxylic acid ethyl ester